CCC1NC2=CC(=C(C=C2C(=O)N1)S(=O)(=O)N)Cl The molecule is a member of the class of quinazolines that is quinazolin-4-one substituted at positions 2, 6 and 7 by ethyl, sulfamoyl and chloro groups respectively; a thiazide-like diuretic used to treat hypertension. It has a role as an antihypertensive agent and a diuretic.